CC1(OCCC(O1)CO)C 2,2-dimethyl-4-hydroxymethyl-1,3-dioxane